N-(3,4-Dichloro-phenyl)-2-cyclobutyl-1H-imidazo[4,5-c]quinolin-4-amine ClC=1C=C(C=CC1Cl)NC1=NC=2C=CC=CC2C2=C1N=C(N2)C2CCC2